NCCC(=O)N[C@H](CCC(=O)[O-])C(=O)[O-] beta-alanyl-D-glutamate